CN1N=CC(=C1)C=1N=C(C=2N(C1)N=CC2)C=2CCCN(CC2)C(=O)OC(C)(C)C tert-butyl 5-[6-(1-methylpyrazol-4-yl)pyrazolo[1,5-a]pyrazin-4-yl]-2,3,4,7-tetrahydroazepine-1-carboxylate